3-chloro-5-(1-{4-[(4-methanesulfonylphenoxy)methyl]-2-methylpyrrolidin-1-yl}propan-2-yl)benzonitrile ClC=1C=C(C#N)C=C(C1)C(CN1C(CC(C1)COC1=CC=C(C=C1)S(=O)(=O)C)C)C